FC(C1=NC=CC=C1C(=O)NC1=C2C(CC(C2=CC=C1)(C)C)CCC)F 2-(difluoromethyl)-N-(1,1-dimethyl-3-propylindan-4-yl)pyridine-3-carboxamide